2-(5-(((1R,4R,5R,6R)-6-fluoro-1,2-dimethyl-2-azabicyclo[2.2.1]heptan-5-yl)(methyl)amino)-1,3,4-thiadiazol-2-yl)-5-(1H-imidazol-1-yl)phenol F[C@@H]1[C@@H]([C@H]2CN([C@@]1(C2)C)C)N(C2=NN=C(S2)C2=C(C=C(C=C2)N2C=NC=C2)O)C